3-ethoxy-2-ethoxybenzenesulfonamide C(C)OC=1C(=C(C=CC1)S(=O)(=O)N)OCC